FC=1C=C(C=CC1C(F)(F)F)C1=NN=C(O1)NC=1C(=NC=CC1)C(=N)NO ((5-[3-Fluoro-4-(trifluoromethyl)phenyl]-1,3,4-oxadiazol-2-yl)amino)-N-hydroxypyridine-2-carboxamidine